4-carboxyl-3,5-dinitropyrazole C(=O)(O)C=1C(=NNC1[N+](=O)[O-])[N+](=O)[O-]